ClC1=NC(=CC(=C1)OCC(C)OC)C1=COC=C1 2-chloro-6-(furan-3-yl)-4-(2-methoxypropoxy)pyridine